N1(CCCC1)C=1C2=C(N=C(N1)NC=1N=CN(C1)C1=CC(=C(C(=C1)OC)OC)OC)C=CS2 4-(pyrrolidin-1-yl)-N-(1-(3,4,5-trimethoxyphenyl)-1H-imidazol-4-yl)thieno[3,2-d]pyrimidin-2-amine